N-[2-[[1-(3-chloro-2-fluorophenyl)-2-methylpropyl]-(2,2-difluoroethyl)amino]ethyl]carbamic acid tert-butyl ester C(C)(C)(C)OC(NCCN(CC(F)F)C(C(C)C)C1=C(C(=CC=C1)Cl)F)=O